CN1C(N=C(C(=C1N)OC)C(=O)OC1(CCC1)C1=NC2=CC=C(C=C2C=C1)C)C1=C(C(=C(C=C1)[Si](C)(C)C)F)F 1-(6-Methylquinolin-2-yl)cyclobutan-1-ol Methyl-6-amino-2-(2,3-difluoro-4-(trimethylsilyl)phenyl)-5-methoxypyrimidine-4-carboxylate